2-(3-amino-propoxy)-4-chloro-5-(4-cyano-6-trifluoromethyl-pyridin-3-yl)-N-(2-methoxy-6-methyl-phenyl)-N-methyl-benzamide NCCCOC1=C(C(=O)N(C)C2=C(C=CC=C2C)OC)C=C(C(=C1)Cl)C=1C=NC(=CC1C#N)C(F)(F)F